ClC=1C=C(C=CC1C(=O)N1CCN(CC1)C(C1CCNCC1)=O)NC(=O)C1=NC=C(N1C)C=1C(=NN(C1)C1=CC=C(C=N1)NC(C1CCNCC1)=O)C(F)(F)F N-[6-[4-[2-[[3-chloro-4-(4-isonipecotoylpiperazine-1-carbonyl)phenyl]carbamoyl]-3-methyl-imidazol-4-yl]-3-(trifluoromethyl)pyrazol-1-yl]-3-pyridyl]isonipecotamide